NC1=NC(=NC(=C1C=O)C12CC(C1)(C2)C(F)(F)F)C=2CCOC(C2)C2=CN(C(S2)=O)C 4-amino-2-[6-(3-methyl-2-oxo-thiazol-5-yl)-3,6-dihydro-2H-pyran-4-yl]-6-[3-(trifluoromethyl)-1-bicyclo[1.1.1]pentanyl]-pyrimidine-5-carbaldehyde